6-chloro-N-[1-[(7S)-14-fluoro-5,9-dioxa-2,11,18-triazatetracyclo[8.8.0.02,7.012,17]octadeca-1(18),10,12(17),13,15-pentaen-16-yl]ethyl]-2-thiazol-4-yl-pyridin-3-amine ClC1=CC=C(C(=N1)C=1N=CSC1)NC(C)C1=CC(=CC=2N=C3OC[C@@H]4COCCN4C3=NC12)F